oxepanamide O1C(CCCCC1)C(=O)N